2-n-Hexyl-5-n-propylresorcinol CCCCCCC1=C(C=C(C=C1O)CCC)O